1-[3-[(2,2-difluoro-1,3-benzodioxol-5-yl)-methylcarbamoyl]phenyl]-5-methyl-3-(trifluoromethyl)-6,7-dihydro-4H-pyrazolo[4,3-c]pyridine-6-carboxylic acid FC1(OC2=C(O1)C=CC(=C2)N(C(=O)C=2C=C(C=CC2)N2N=C(C=1CN(C(CC12)C(=O)O)C)C(F)(F)F)C)F